2-(3-(octadecylcarbamoyl)cyclobutyl)acetic acid C(CCCCCCCCCCCCCCCCC)NC(=O)C1CC(C1)CC(=O)O